methyl 4-bromo-2-(5-((2-(trimethylsilyl)ethoxy)methyl)pyrazolo[4,3-b]pyrrolo[3,2-e]pyridin-1(5H)-yl)benzoate BrC1=CC(=C(C(=O)OC)C=C1)N1N=CC2=NC3=C(C=C21)C=CN3COCC[Si](C)(C)C